OC(C1=C(NC2=CC=C(C=C12)OC)C(=O)OC)C=1C=NC=CC1 methyl 3-(hydroxy(pyridin-3-yl)methyl)-5-methoxy-1H-indole-2-carboxylate